C/C(/C=O)=C\C(CC=C(C)C)(C)C=1C=C(C#N)C=CC1 (E)-3-(2,4,7-trimethyl-1-oxooct-2,6-dien-4-yl)benzonitrile